calcium 2,6-pyridinedicarboxylate N1=C(C=CC=C1C(=O)[O-])C(=O)[O-].[Ca+2]